tert-butyl 8-[3-[2-(4-benzyloxycarbonylpiperazin-1-yl)ethoxy]phenyl]-3,8-diazabicyclo[3.2.1]octane-3-carboxylate C(C1=CC=CC=C1)OC(=O)N1CCN(CC1)CCOC=1C=C(C=CC1)N1C2CN(CC1CC2)C(=O)OC(C)(C)C